CC1=NC(=CC=2N1C=C(N2)C(=O)N)C 5,7-dimethylimidazo[1,2-c]pyrimidine-2-carboxamide